C(#N)CC(=O)N1C[C@@H]([C@@H](CC1)C)NC1=C2C(=NC=C1C(=O)OC(C)(C)C)NC=C2 tert-butyl 4-(((3R,4R)-1-(2-cyanoacetyl)-4-methylpiperidin-3-yl)amino)-1H-pyrrolo[2,3-b]pyridine-5-carboxylate